dimethylsulfide CSC